(S)-2-cyclopropyl-N-(3-(1-((1-methyl-1H-pyrazolo[3,4-b]pyrazin-6-yl)amino)ethyl)phenyl)thiazole-5-carboxamide C1(CC1)C=1SC(=CN1)C(=O)NC1=CC(=CC=C1)[C@H](C)NC1=CN=C2C(=N1)N(N=C2)C